ClC=1C=CC(=C(C1)C1=C(N=CN1)C=1C=C2C=C(C=NC2=CC1)N1CCNCC1)F 6-[5-(5-chloro-2-fluoro-phenyl)-1H-imidazol-4-yl]-3-piperazin-1-yl-quinoline